butyl-1-methyl-pyrazolo[3,4-d]pyrimidine-4,6-diamine C(CCC)C1=NN(C2=NC(=NC(=C21)N)N)C